C(C)(C)N1C(=NN=C1)C1=CC=CC(=N1)NC(=O)C=1NC=C(C1)COC N-(6-(4-isopropyl-4H-1,2,4-triazol-3-yl)pyridin-2-yl)-4-(methoxymethyl)-1H-pyrrole-2-carboxamide